C1(=CC=CC=C1)COC(=O)ON1C(CCC1=O)=O N-(Phenylmethoxycarbonyloxy)succinimide